C(#N)[C@@H]1C2(CCC(C1)(CC2)NC(COC2=CC(=C(C=C2)Cl)F)=O)NC(COC2=CC(=C(C=C2)Cl)F)=O N,N'-[(2S)-2-cyanobicyclo[2.2.2]octane-1,4-diyl]bis[2-(4-chloro-3-fluorophenoxy)acetamide]